(3-amino-6-(methylsulfonyl)-4,5,6,7-tetrahydropyrazolo[3,4-c]pyridin-2-yl)(1,2,3,4-tetrahydroquinolin-4-yl)methanone NC=1N(N=C2CN(CCC21)S(=O)(=O)C)C(=O)C2CCNC1=CC=CC=C21